1-(4-(2-chloro-4-((3-(3-(trifluoromethyl)-1H-pyrazol-4-yl)imidazo[1,2-a]pyrazin-8-yl)amino)benzoyl)piperazin-1-yl)-2-(piperidin-4-yl)ethan-1-one ClC1=C(C(=O)N2CCN(CC2)C(CC2CCNCC2)=O)C=CC(=C1)NC=1C=2N(C=CN1)C(=CN2)C=2C(=NNC2)C(F)(F)F